N-{(1R,3r,5S)-8-methyl-8-azabicyclo[3.2.1]oct-3-yl}-6-[3-(4-mesyl-2-anisidino)-1-propynyl]-1-(2,2,2-trifluoroethyl)-1H-benzo[d]imidazole-4-carboxamide CN1[C@H]2CC(C[C@@H]1CC2)NC(=O)C2=CC(=CC=1N(C=NC12)CC(F)(F)F)C#CCNC=1C(OC)=CC=C(C1)S(=O)(=O)C